1-(4-bromobenzoyl)cyclobutane-1-carboxylic acid BrC1=CC=C(C(=O)C2(CCC2)C(=O)O)C=C1